O4-benzyl O1-tert-butyl 2-[3-(1,3-dioxoisoindolin-2-yl)propyl]piperazine-1,4-dicarboxylate O=C1N(C(C2=CC=CC=C12)=O)CCCC1N(CCN(C1)C(=O)OCC1=CC=CC=C1)C(=O)OC(C)(C)C